5-((2R,6S)-4-((1-(2-methoxypyrimidin-5-yl)-1H-pyrazol-4-yl)methyl)-6-methylpiperazin-2-yl)-4-methylisobenzofuran-1(3H)-one COC1=NC=C(C=N1)N1N=CC(=C1)CN1C[C@H](N[C@H](C1)C)C=1C(=C2COC(C2=CC1)=O)C